C1N(CCC2=CC=CC=C12)C[C@H](CN1CCN(C2=C(C1=O)C=CC(=C2)CN2CCOCC2)C)O 4-[(2R)-3-(3,4-dihydro-1H-isoquinolin-2-yl)-2-hydroxy-propyl]-1-methyl-8-(morpholinomethyl)-2,3-dihydro-1,4-benzodiazepin-5-one